2-chlorophenyl (3S)-4-{N-cyclohexyl-3-[1-(methylsulfonyl)piperidin-4-yl]-D-alanyl}-3-[(thiophen-2-ylmethyl)carbamoyl]piperazine-1-carboxylate C1(CCCCC1)N[C@H](CC1CCN(CC1)S(=O)(=O)C)C(=O)N1[C@@H](CN(CC1)C(=O)OC1=C(C=CC=C1)Cl)C(NCC=1SC=CC1)=O